24-[hydroxy(2-methoxyphenyl)methyl]cholan-6(5)-en-3beta-ol OC(CCC[C@@H](C)[C@H]1CC[C@H]2[C@@H]3CC=C4C[C@H](CC[C@]4(C)[C@H]3CC[C@]12C)O)C1=C(C=CC=C1)OC